(R)-N-(5-(3-((5-chloro-4-methoxypyrimidin-2-yl)amino)pyrrolidine-1-carbonyl)oxazol-2-yl)acrylamide ClC=1C(=NC(=NC1)N[C@H]1CN(CC1)C(=O)C1=CN=C(O1)NC(C=C)=O)OC